CN(CCOC(C=C)=O)C.C(=C)N1C=NC=C1 1-vinylimidazole 2-(dimethylamino)ethyl-acrylate